1-(2,4-dihydroxyphenyl)-2-(4-hydroxy-3-methoxyphenyl)ethan-1-one OC1=C(C=CC(=C1)O)C(CC1=CC(=C(C=C1)O)OC)=O